FC=1C=C(C(=O)NC=2SC3=C(N2)C(=CC=C3)N3CCCC3)C=C(C1O)C=O 3-fluoro-5-formyl-4-hydroxy-N-(4-(pyrrolidin-1-yl)benzo[d]thiazol-2-yl)benzamide